dipentaerythritol dicaprate C(=O)(CCCCCCCCC)OCC(COC(=O)CCCCCCCCC)(COCC(CO)(CO)CO)CO